4,5-diamino-1-ethyl-3-(4-methoxyphenyl)pyrazole NC=1C(=NN(C1N)CC)C1=CC=C(C=C1)OC